4,4-dimethyl-2,4-diphenyl-1-butene CC(CC(=C)C1=CC=CC=C1)(C1=CC=CC=C1)C